OC1=C(C=C(C=C1)CO)C(F)(F)F 4-hydroxy-3-(trifluoromethyl)-benzenemethanol